[Cl-].CC(CCCCC=O)([NH3+])C dimethyl-6-oxohexan-1-aminium chloride